NCCCOC1=CC(=C(C=C1)C(CC(=O)C1=CC=C(C=C1)C(C)(C)C)=O)O 1-[4-(3-Amino-propoxy)-2-hydroxyphenyl]-3-(4-tert-butyl-phenyl)-propane-1,3-dione